C[C@@H]1N(CC1)C=1N=C(C2=C(N1)CCC2)C=2C=C1CCNCC1=CC2 6-[2-[(2S)-2-methylazetidin-1-yl]-6,7-dihydro-5H-cyclopenta[d]pyrimidin-4-yl]-1,2,3,4-tetrahydroisoquinoline